N-(1-cyanocyclopropyl)-3-(5-(difluoromethyl)-1,3,4-thiadiazol-2-yl)-8-(4-hydroxy-4-(trifluoromethyl)piperidin-1-yl)imidazo[1,5-a]pyridine-6-sulfonamide C(#N)C1(CC1)NS(=O)(=O)C=1C=C(C=2N(C1)C(=NC2)C=2SC(=NN2)C(F)F)N2CCC(CC2)(C(F)(F)F)O